(S)-4-((2-(benzyloxy)ethyl)(4-(5,6,7,8-tetrahydro-1,8-naphthyridin-2-yl)butyl)amino)-2-(3,3-dimethylbutanamido)butanoic acid C(C1=CC=CC=C1)OCCN(CC[C@@H](C(=O)O)NC(CC(C)(C)C)=O)CCCCC1=NC=2NCCCC2C=C1